FC(=C(F)F)C1=CC=CC=C1 α,β,β-trifluorostyrene